C(CCCCCCCCCCC)[N+](C)(C)[O-] n-Dodecyl-N,N-dimethylamine-N-oxide